C(C)(C)C1=C(C=C(C=C1)\C=C\C1=NSC=C1)O (E)-2-Isopropyl-5-[2-(isothiazol-3-yl)vinyl]phenol